B(O)(O)C1=CC=C(C=C1)C[C@@H](C(=O)O)NC(=O)OC(C)(C)C (S)-3-(4-boronophenyl)-2-((tert-butoxycarbonyl)amino)propanoic acid